5-(3-(5-(2,2-difluorocyclopropyl)-1-methyl-1H-1,2,4-triazol-3-yl)-2-fluoro-6-hydroxyphenyl)-1,2,5-thiadiazolidin-3-one 1,1-dioxide FC1(C(C1)C1=NC(=NN1C)C=1C(=C(C(=CC1)O)N1CC(NS1(=O)=O)=O)F)F